FC=1C(=NC=C(C1)OC1=CC=C(C=C1)F)C(C(=O)N)C (3-fluoro-5-(4-fluorophenoxy)pyridin-2-yl)propanamide